C(C1=CC=CC=C1)N(CCC(CCCBr)(C)C)CC1=CC=CC=C1 N,N-dibenzyl-6-bromo-3,3-dimethyl-hexan-1-amine